N-(methyl(oxo)(phenyl)-λ6-sulfanylidene)-4-((5-(trifluoromethyl)-1,2,4-oxadiazol-3-yl)methyl)benzamide CS(=NC(C1=CC=C(C=C1)CC1=NOC(=N1)C(F)(F)F)=O)(C1=CC=CC=C1)=O